NC1=C(C=C(C=N1)NC(C(=O)N1[C@H](CN([C@@H](C1)C)C(=O)C1(CC1)C)C=1SC=CC1)=O)C N-(6-amino-5-methyl-3-pyridyl)-2-[(2R,5R)-5-methyl-4-(1-methylcyclopropanecarbonyl)-2-(2-thienyl)piperazin-1-yl]-2-oxo-acetamide